5-bromonicotinaldehyde BrC=1C=NC=C(C=O)C1